1,2-benzo-isothiazolin-3-one S1NC(C2=C1C=CC=C2)=O